7-(1-(adamantan-1-ylmethyl)-5-methyl-1H-pyrazol-4-yl)-3-(5-(benzo[d]thiazol-2-ylamino)-6-methoxypyrazin-2-yl)imidazo[1,2-a]pyridine-8-carboxylic acid methyl ester COC(=O)C=1C=2N(C=CC1C=1C=NN(C1C)CC13CC4CC(CC(C1)C4)C3)C(=CN2)C2=NC(=C(N=C2)NC=2SC3=C(N2)C=CC=C3)OC